hydroxy phosphate, potassium salt [K+].P(=O)(OO)([O-])[O-].[K+]